C(C=C)(=O)OCCCCCCCCC[Si](F)(F)F acryloxynonyltrifluorosilane